NCCCNC(C)S ((aminopropyl)amino)ethanethiol